5-(2-chloro-5-methylpyrimidin-4-yl)-1-methyl-1H-benzo[d]imidazole ClC1=NC=C(C(=N1)C1=CC2=C(N(C=N2)C)C=C1)C